BrC=1C2=C(N(C(CC1C=O)=O)CC1=CC(=C(C=C1)C)F)C=CC(=C2)OC 5-bromo-1-(3-fluoro-4-methylbenzyl)-7-methoxy-2-oxo-2,3-dihydro-1H-benzo[b]azepine-4-carbaldehyde